(Z)-2-chloro-N'-methyl-N'-(pyrimidin-2-yl)-4-(1,4,4,4-tetrafluoro-3-(3,4,5-trichlorophenyl)but-1-en-1-yl)benzoyl-hydrazine ClC1=C(C(=O)NN(C2=NC=CC=N2)C)C=CC(=C1)/C(=C/C(C(F)(F)F)C1=CC(=C(C(=C1)Cl)Cl)Cl)/F